COC1=CC=C(C=C1)C(OC[C@@H]1[C@@H](C[C@@H](O1)N1C=NC=2C(NN=CC21)=O)O)(C2=CC=CC=C2)C2=CC=C(C=C2)OC 3-[(2R,4R,5R)-5-[[bis(4-methoxyphenyl)-phenyl-methoxy]methyl]-4-hydroxy-tetrahydrofuran-2-yl]-6H-imidazo[4,5-d]pyridazin-7-one